(R)-2-((R)-2-(((benzyloxy)carbonyl)amino)-3-hydroxypropionylamino)propionic acid methyl ester COC([C@@H](C)NC([C@@H](CO)NC(=O)OCC1=CC=CC=C1)=O)=O